C1(=CC=CC=C1)C1=NC=CC2=C1CN(C2)C#N 4-phenyl-1,3-dihydro-2H-pyrrolo[3,4-c]pyridine-2-carbonitrile